O1COC2=C1C=CC(=C2)C=2C=CC1=C(N=C(S1)NC(=O)[C@@H]1CN(CC1)C#N)C2 (S)-N-(5-(benzo[d][1,3]dioxol-5-yl)benzo[d]thiazol-2-yl)-1-cyanopyrrolidine-3-carboxamide